tert-Butyl-3-(4-(((benzyloxy)carbonyl)amino)-N-methylpiperidine-1-sulfonamido)azetidine C(C)(C)(C)N1CC(C1)N(S(=O)(=O)N1CCC(CC1)NC(=O)OCC1=CC=CC=C1)C